[2H]CCCCCCCCCCCCCCCC(=O)[C@@](CC(=O)[O-])(C[N+](C)(C)C)O Palmitoyl-D,L-Carnitine